8-bromo-5,6-difluoro-2-methylquinoline BrC=1C=C(C(=C2C=CC(=NC12)C)F)F